(S)-1-(2-(5-bromo-1H-indol-3-yl)ethyl)-7-(cyclopentyloxy)-6-methoxy-3,4-dihydroisoquinoline-2(1H)-formaldehyde BrC=1C=C2C(=CNC2=CC1)CC[C@@H]1N(CCC2=CC(=C(C=C12)OC1CCCC1)OC)C=O